4-[4-cyano-7-(2-fluoro-3-methyl-phenyl)-3-hydroxy-quinolin-2-yl]-4-oxo-butyric acid ethyl ester C(C)OC(CCC(=O)C1=NC2=CC(=CC=C2C(=C1O)C#N)C1=C(C(=CC=C1)C)F)=O